ClC=1C=CC=C2C(N=C(NC12)C=1SC=C(N1)C1=C(C(=O)O)C=CC=C1)C (2-(8-chloro-4-methyl-1,4-dihydroquinazolin-2-yl)thiazol-4-yl)benzoic acid